Cl.C=NCC#N Methyleneaminoacetonitrile hydrochloride